BrC1=CC=C(C(=N1)CNC)OCC1CCC(CC1)(F)F 1-(6-bromo-3-((4,4-difluorocyclohexyl)methoxy)pyridin-2-yl)-N,N-dimethylamine